BrC1=CC(=C(C(=C1)C)N1CCOCC1)C 4-(4-bromo-2,6-dimethylphenyl)morpholine